dihydroxypyrenecarboxaldehyde OC=1C(=C(C2=CC=C3C=CC=C4C=CC1C2=C43)C=O)O